ClCC1=NC=2C(=C3C(=NC2)NC=C3)N1N1CCC(CC1)(CSC)C 2-Chloromethyl-1-(4-methyl-4-((methylthio)methyl)piperidin-1-yl)-1,6-dihydroimidazo[4,5-d]pyrrolo[2,3-b]pyridine